ClC1=NC=C(C(=N1)C1=CN(C2=CC=CC=C12)C)C(F)(F)F 3-(2-chloro-5-(trifluoromethyl)pyrimidin-4-yl)-1-methyl-1H-indole